4-(4-((1-(3-Fluorobenzyl)azetidin-3-yl)sulfonyl)-3,4-dihydro-2H-pyrido[4,3-b][1,4]thiazin-8-yl)benzonitrile FC=1C=C(CN2CC(C2)S(=O)(=O)N2C3=C(SCC2)C(=CN=C3)C3=CC=C(C#N)C=C3)C=CC1